C(C)(C)(C)C1=CC(=NC=C1)N1C2=CC=CC=C2C=2C=CC(=CC12)I 9-(4-(tert-butyl)-pyridin-2-yl)-2-iodo-9H-carbazole